2-Chloro-5-cyclopropyl-4-methoxybenzoic acid ClC1=C(C(=O)O)C=C(C(=C1)OC)C1CC1